tert-butyl 2-(4-aminophenyl)thiomorpholine-4-carboxylate 1,1-dioxide NC1=CC=C(C=C1)C1CN(CCS1(=O)=O)C(=O)OC(C)(C)C